C(C)(C)(C)OC(=O)N1[C@@H](CC(C1)(F)F)C(NC1=C(C=C(C(=C1)Cl)F)F)=O (S)-2-((5-chloro-2,4-difluorophenyl)carbamoyl)-4,4-difluoropyrrolidine-1-carboxylic acid tert-butyl ester